(3R,4R)-N-Boc-4-fluoro-3-hydroxypiperidine C(=O)(OC(C)(C)C)N1C[C@H]([C@@H](CC1)F)O